1H-pyrrole-3-methanol N1C=C(C=C1)CO